CN1CCN(CC1)CC1=CC=CC=C1 1-methyl-4-benzylpiperazine